N1(CCOCC1)C1CCN(CC1)CC12CN(CC2(C1)C(F)(F)F)C1=C2C=CC=NC2=C(C=C1)C#N 5-(1-[(4-(Morpholin-4-yl)piperidin-1-yl)methyl]-5-(trifluoromethyl)-3-azabicyclo[3.1.0]hexan-3-yl)quinoline-8-carbonitrile